C(C)(C)(C)OC(=O)N1CCC(=C[C@H]1C)C=1N=NC(=CC1)N (R)-4-(6-aminopyridazin-3-yl)-6-methyl-3,6-dihydropyridine-1(2H)-carboxylic acid tert-butyl ester